(3,5-dichloro-4-hydroxyphenyl)(spiro[benzo[b][1,4]oxazine-2,1'-cyclopropane]-4(3H)-yl)methanone ClC=1C=C(C=C(C1O)Cl)C(=O)N1C2=C(OC3(CC3)C1)C=CC=C2